N-(4-fluorobenzyl)-N-[4-[4-(3-methylphenyl)-2-(4-methylsulfonylphenyl)-1,3-thiazol-5-yl]-2-pyridinyl]amine FC1=CC=C(CNC2=NC=CC(=C2)C2=C(N=C(S2)C2=CC=C(C=C2)S(=O)(=O)C)C2=CC(=CC=C2)C)C=C1